C[C@H]1C[C@@H](NC1=O)C1=CC=CC=C1 |r| rac-(2R,3S,4S)-4-methyl-5-oxo-2-phenylpyrrolidin